CC(C)C(C(CCC)C)C1=CC=C(C=C1)O 4-(2,4-dimethylheptan-3-yl)phenol